C(CC1=CC(=C(C(=C1)C(C)(C)C)O)C(C)(C)C)C1=CC(=C(C(=C1)C(C)(C)C)O)C(C)(C)C 4,4'-ethylenebis(2,6-di-tert-butylphenol)